OCCOC1(CN(CC1)C(=O)O)C 3-(2-hydroxyethoxy)-3-methylpyrrolidine-1-carboxylic acid